1-(3-(1-(4-(trifluoromethyl)phenyl)-1H-indazol-3-yl)pyrrolidin-1-yl)prop-2-en-1-one FC(C1=CC=C(C=C1)N1N=C(C2=CC=CC=C12)C1CN(CC1)C(C=C)=O)(F)F